C(C)OC(=O)C=1C=C2N(C3=CC=C(C=C3N=C2N)N2N=CC=C2)C1 4-amino-7-(1H-pyrazol-1-yl)pyrrolo[1,2-a]quinoxaline-2-carboxylic acid ethyl ester